CCCCCCCCC=CCCCCCCCCCCCCCCCCC 9-Heptacosene